FC1=CC=C(C=C1)CC1=CC2=C(NC1=O)C(CN2C(=O)OC(C)(C)C)(C)C tert-Butyl 6-[(4-fluorophenyl)methyl]-3,3-dimethyl-5-oxo-1H,2H,3H,4H,5H-pyrrolo[3,2-b]pyridine-1-carboxylate